[4-(2-fluoroethyl)piperazin-1-yl]aniline FCCN1CCN(CC1)NC1=CC=CC=C1